N-(7-methyl-[1,2,4]triazolo[1,5-a]pyridin-6-yl)-9-(tetrahydro-2H-pyran-4-yl)-7,9-dihydro-6H-imidazo[2,1-f]purin-2-amine CC1=CC=2N(C=C1NC=1N=CC=3N4C(N(C3N1)C1CCOCC1)=NCC4)N=CN2